ClC1=C(C=C(C=C1)Cl)C1=CN=C(O1)CSC1=NC(=NC(=N1)CC)N 4-([5-(2,5-DICHLOROPHENYL)-1,3-OXAZOL-2-YL]METHYLSULFANYL)-6-ETHYL-1,3,5-TRIAZIN-2-AMINE